FC1=C(C(=CC=C1)F)C(C)N 1-(2,6-difluorophenyl)ethan-1-amine